(R)-3-(3-CHLORO-5-FLUORO-2-((4-(1H-PYRAZOL-1-YL)-2-METHYLQUINOLIN-8-YLOXY)METHYL)PHENYL)MORPHOLINE ClC=1C(=C(C=C(C1)F)[C@H]1NCCOC1)COC=1C=CC=C2C(=CC(=NC12)C)N1N=CC=C1